CN(S(=O)(=O)C1=CC(=CC=C1)C=1C2=C(N=C(N1)N1[C@H](CC1)C)CCC2)C N,N-dimethyl-3-[2-[(2S)-2-methylazetidin-1-yl]-6,7-dihydro-5H-cyclopenta[d]pyrimidin-4-yl]benzenesulfonamide